(S)-6-(methylsulfonyl)-N-(2,2,2-trifluoro-1-(5-fluoro-3-methylbenzofuran-2-yl)ethyl)-3H-imidazo[4,5-b]pyridin-2-amine CS(=O)(=O)C=1C=C2C(=NC1)NC(=N2)N[C@H](C(F)(F)F)C=2OC1=C(C2C)C=C(C=C1)F